C1=CC=CC=2C3=CC=CC=C3C(C12)COC(=O)N[C@H](C(=O)OC(CF)CF)CCC(C=[N+]=[N-])=O 1,3-Difluoropropan-2-yl (S)-2-((((9H-fluoren-9-yl)methoxy)carbonyl)amino)-6-diazo-5-oxohexanoate